NC(C(=O)O)CC=1C=NC=CC1N(C)C 2-amino-3-[4-(dimethylamino)pyridin-3-yl]propanoic acid